(S)-(5-((2-amino-2,4-dimethylpentyl)oxy)-4-(trifluoromethyl)-[2,4'-bipyridinyl]-2'-yl)carbamic acid methyl ester COC(NC1=NC=CC(=C1)C1=NC=C(C(=C1)C(F)(F)F)OC[C@@](CC(C)C)(C)N)=O